FC1=C(C(=O)N(C2=NC=CC3=CC(=CC=C23)C=2C=NC=CC2)[C@H]2CNCCC2)C=CC(=C1)C=1N=NN(C1)C (R)-2-fluoro-4-(1-methyl-1H-1,2,3-triazol-4-yl)-N-(piperidin-3-yl)-N-(6-(pyridin-3-yl)isoquinolin-1-yl)benzamide